1-(5-(4-Fluorophenyl)-7-iodo-6-isopropyl-pyrrolo[2,3-f]indazol-1(5H)-yl)-2,2-dimethylpropan-1-one FC1=CC=C(C=C1)N1C(=C(C2=C1C=C1C=NN(C1=C2)C(C(C)(C)C)=O)I)C(C)C